2,2'-(octadecylimino)bis[ethanol] C(CCCCCCCCCCCCCCCCC)N(CCO)CCO